Octadecyl-dimethylamine N-oxide dihydrate O.O.C(CCCCCCCCCCCCCCCCC)[N+](C)(C)[O-]